(S)-3-(1-(2-(2-(2-(2-azidoethoxy)ethoxy)ethoxy)ethyl)-6-oxo-1,6-dihydropyridin-3-yl)-9-(5,6,7,8-tetrahydro-1,8-naphthyridin-2-yl)nonanoic acid N(=[N+]=[N-])CCOCCOCCOCCN1C=C(C=CC1=O)[C@H](CC(=O)O)CCCCCCC1=NC=2NCCCC2C=C1